FC(OC1=CC=C(C=C1)S(=O)(=O)N1N=C2C(=C1)CN(C2)C([C@@H]([C@H](C)O)C2=CC=CC=C2)=O)F (2R,3S)-1-{2-[4-(difluoromethoxy)benzenesulfonyl]-2H,4H,5H,6H-pyrrolo[3,4-c]pyrazol-5-yl}-3-hydroxy-2-phenylbutan-1-one